2-[[6-[[5-chloro-2-[3-[2-(1,3-dioxoisoindolin-2-yl)-1-methyl-ethyl]-4,4-difluoro-5-methyl-1-piperidinyl]pyrimidin-4-yl]amino]-1-methyl-2-oxo-3-quinolinyl]oxy]-N-methyl-acetamide ClC=1C(=NC(=NC1)N1CC(C(C(C1)C)(F)F)C(CN1C(C2=CC=CC=C2C1=O)=O)C)NC=1C=C2C=C(C(N(C2=CC1)C)=O)OCC(=O)NC